(M)-7-[4-[4-(aminomethyl)-1-oxo-2H-phthalazin-6-yl]-2-methyl-pyrazol-3-yl]-6-fluoro-chromane-8-carbonitrile NCC1=NNC(C2=CC=C(C=C12)C1=C(N(N=C1)C)C1=C(C=C2CCCOC2=C1C#N)F)=O